C(#N)CN(CCN1C(N(CC1)CCNCC#N)=O)CCNCC#N 2-((2-(3-(2-((cyanomethyl)(2-((cyanomethyl)amino)ethyl)amino)ethyl)-2-oxoimidazolidin-1-yl)ethyl)amino)acetonitrile